CC1(OC[C@@H](O1)CCl)C (R)-(+)-4-chloromethyl-2,2-dimethyl-1,3-dioxolane